[N+](=O)([O-])C1=CC=C2C(NC=3N(C2=C1)C=NN3)=O 8-nitro-[1,2,4]triazolo[4,3-a]quinazolin-5(4H)-one